1-(4-(5-(chlorodifluoromethyl)-1,2,4-oxadiazol-3-yl)benzyl)-1H-1,2,4-triazol-5-amine ClC(C1=NC(=NO1)C1=CC=C(CN2N=CN=C2N)C=C1)(F)F